CC(=CCCC(C)=O)CCCCCCC=C(CCCC)C 6,14-dimethyl-5,13-octadecadien-2-one